FC1=C(C=C(C=C1)C1(CC2(CC2)C1)C1=NN=CN1C)NC(=O)C=1C(N(C=C(C1)CNCC(C)C)CC(F)(F)F)=O N-(2-fluoro-5-(5-(4-methyl-4H-1,2,4-triazol-3-yl)spiro[2.3]hexan-5-yl)phenyl)-5-((isobutylamino)methyl)-2-oxo-1-(2,2,2-trifluoroethyl)-1,2-dihydropyridine-3-carboxamide